FC(C1=CC(=NC=C1C1=NC(=NC(=N1)N1C2COCC1COC2)N2C1COCC2CC1)N)F 4-(difluoromethyl)-5-[4-(3,7-dioxa-9-azabicyclo[3.3.1]non-9-yl)-6-(3-oxa-8-azabicyclo[3.2.1]oct-8-yl)-1,3,5-triazin-2-yl]pyridin-2-amine